FC=1C(=NC(=NC1)NC1CC(CCC1)C(=O)N)C=1C=NN(C1)C1=CC=C(C=C1)F 3-((5-fluoro-4-(1-(4-fluorophenyl)-1H-pyrazol-4-yl)pyrimidin-2-yl)amino)cyclohexane-1-carboxamide